6'-(2-Aminoethoxy)-4-(3-chloroanilino)-2'-[(2R)-2-methyl-3-{[(5R)-5-methyl-5,6,7,8-tetrahydroquinolin-4-yl]oxy}propyl]-2',3'-dihydrospiro[cyclohexane-1,1'-indene]-4-carboxylic acid NCCOC1=CC=C2CC(C3(C2=C1)CCC(CC3)(C(=O)O)NC3=CC(=CC=C3)Cl)C[C@H](COC3=CC=NC=1CCC[C@H](C31)C)C